N-Trihydroxysilylpropyl-aminobutyl-sulfonic acid lithium salt [Li+].O[Si](O)(O)CCCNCCCCS(=O)(=O)[O-]